The molecule is an acetate ester resulting from the formal condensation of the hydroxy group of nerol with the carboxy group of acetic acid. It has a role as a volatile oil component, a fragrance and a plant metabolite. It is an acetate ester, a monoterpenoid and an olefinic compound. It derives from a nerol. CC(=CCC/C(=C\\COC(=O)C)/C)C